C(C)(C)(C)OC(=O)N1CCCC12CN(CC2)C2=C(N=NC=C2C2=CC(=CC(=C2)F)F)C(=O)[O-].[Li+] lithium 4-(1-(tert-butoxycarbonyl)-1,7-diazaspiro[4.4]nonan-7-yl)-5-(3,5-difluorophenyl)pyridazine-3-carboxylate